N-(3,3-Difluorocyclohexyl)-2-methoxy-4-phenyl-1H-imidazole-1-carboxamide FC1(CC(CCC1)NC(=O)N1C(=NC(=C1)C1=CC=CC=C1)OC)F